tert-butyl (2-((2-((4-(5-(2-chlorobenzamido)-1-methyl-1H-pyrazol-3-yl)phenyl)carbamoyl)benzyl)oxy)ethyl)carbamate ClC1=C(C(=O)NC2=CC(=NN2C)C2=CC=C(C=C2)NC(=O)C2=C(COCCNC(OC(C)(C)C)=O)C=CC=C2)C=CC=C1